C1=CC=CC=2C3=CC=CC=C3C(C12)COC(=O)N[C@@H](CCC(=O)N[C@@H]1O[C@@H]([C@@H]2C1OC(O2)(C)C)C(=O)OC)C(=O)OCC2=CC=CC=C2 Methyl (3aS,4S,6R)-6-((S)-4-((((9H-fluoren-9-yl)methoxy)carbonyl)amino)-5-(benzyloxy)-5-oxopentanamido)-2,2-dimethyltetrahydrofuro[3,4-d][1,3]dioxole-4-carboxylate